CN(C)C1=CC=CC2=CC=CC=C12 N,N-dimethyl-naphthylamine